(5-bromo-2-((4-fluorobenzyl)oxy)phenyl)methanol BrC=1C=CC(=C(C1)CO)OCC1=CC=C(C=C1)F